2-[(2-(morpholin-4-yl)ethyl)]-6-(4,4,5,5-tetramethyl-1,3,2-dioxaborolan-2-yl)-2,3-dihydro-1H-isoindol-1-one N1(CCOCC1)CCN1C(C2=CC(=CC=C2C1)B1OC(C(O1)(C)C)(C)C)=O